6''-bromo-8''-methyl-2''H-dispiro[cyclobutane-1,1'-cyclobutane-3',3''-imidazo[1,5-a]pyridine]-1'',5''-dione BrC1=CC(=C2N(C1=O)C1(NC2=O)CC2(C1)CCC2)C